2-((2,6-dimethoxy-4-((8-phenylquinazolin-4-yl)oxy)benzyl)amino)propane-1,3-diol COC1=C(CNC(CO)CO)C(=CC(=C1)OC1=NC=NC2=C(C=CC=C12)C1=CC=CC=C1)OC